ClC=1C=C(C(=C(C1)O)C1=CN=C(N=N1)N[C@H]1CN(CCC1)C)C (R)-5-chloro-3-methyl-2-(3-((1-methylpiperidin-3-yl)amino)-1,2,4-triazin-6-yl)phenol